(E)-6-(4-ethoxyphenyl)-N'-(2-hydroxy-5-methoxybenzylidene)pyrazine-2-carbohydrazide C(C)OC1=CC=C(C=C1)C1=CN=CC(=N1)C(=O)N/N=C/C1=C(C=CC(=C1)OC)O